NC1=CC=C(C(=C1C(=O)N(C)C)F)C=1C(=C2C(=NC1)NC[C@@]21C[C@H](CC1)N1N=CC=C1C(F)(F)F)Cl 6-Amino-3-((1S,3S)-4'-chloro-3-(5-(trifluoromethyl)-1H-pyrazol-1-yl)-1',2'-dihydrospiro[cyclopentane-1,3'-pyrrolo[2,3-b]pyridin]-5'-yl)-2-fluoro-N,N-dimethylbenzamide